FC=1C=C(C=CC1OC1=NC=CC(=N1)C)C1=C2N(C=3N=CN=C(C31)NC(C)=O)CCN2C2=C(C(=CC=C2)[N+](=O)[O-])OC N-(5-(3-fluoro-4-((4-methylpyrimidin-2-yl)oxy)phenyl)-6-(2-methoxy-3-nitrophenyl)-7,8-dihydro-6H-imidazo[1',2':1,5]pyrrolo[2,3-d]pyrimidin-4-yl)acetamide